4-Chloro-1-(4-(4,4-dimethylpiperidin-1-yl)phenyl)-5-fluoro-1H-indazol-6-ol ClC1=C2C=NN(C2=CC(=C1F)O)C1=CC=C(C=C1)N1CCC(CC1)(C)C